FC=1C=C2C(N(C=NC2=CC1C1=NC=C(C=N1)C(F)(F)F)CCC[C@H](CO)NC=1C=NNC(C1C(F)(F)F)=O)=O 6-fluoro-3-[(4R)-5-hydroxy-4-[[6-oxo-5-(trifluoromethyl)-1H-pyridazin-4-yl]amino]pentyl]-7-[5-(trifluoromethyl)pyrimidin-2-yl]quinazolin-4-one